FC(OC[C@H](C)OCC1=CC=CC=C1)(F)F (S)-(((1-(trifluoromethoxy)propan-2-yl)oxy)methyl)benzene